OC[C@H]1N(CC1)C(=O)C1=C(C=C(C(=C1)OC)O[Si](C(C)C)(C(C)C)C(C)C)NC(OCC=C)=O Allyl (S)-(2-(2-(hydroxymethyl)azetidine-1-carbonyl)-4-methoxy-5-((triisopropylsilyl)oxy)phenyl)carbamate